1-(5-(2-chloro-3-fluoropyridin-4-yl)-2-methyl-2H-1,2,3-triazol-4-yl)ethan-1-one ClC1=NC=CC(=C1F)C=1C(=NN(N1)C)C(C)=O